F[C@H]1[C@H](C1)C1=NC(=NO1)C1(CCNCC1)C 4-{5-[(1R,2R)-2-fluorocyclopropyl]-1,2,4-oxadiazol-3-yl}-4-methylpiperidine